C(CCCCC(=O)O)(=O)O.CC(C(C)O)O (methyl)propylene glycol adipate